ClC1=CC(=C(C=C1)C1(OC2=C(O1)C=CC=C2C2CCN(CC2)CC2=NC1=C(N2CC2=NN=CN2CCOC)C=C(C=C1)C(=O)O)C)F 2-({4-[2-(4-chloro-2-fluorophenyl)-2-methyl-1,3-benzodioxol-4-yl]piperidin-1-yl}methyl)-1-{[4-(2-methoxyethyl)-4H-1,2,4-triazol-3-yl]methyl}-1H-benzimidazole-6-carboxylic acid